O[C@@H]1[C@H](CCCCC1)NC(=O)C1=CN(C(C=2C=CC=NC12)=O)CC=1C=NC(=CC1)C=1C=NN(C1)C N-((1S,2S)-2-hydroxycycloheptyl)-6-((6-(1-methyl-1H-pyrazol-4-yl)pyridin-3-yl)methyl)-5-oxo-5,6-dihydro-1,6-naphthyridine-8-carboxamide